C(C(O)(C1=CC=CC=C1)C1=CC=CC=C1)(=O)OC(C)O Benziloxyethanol